5-(2-(allyloxy)pent-4-en-2-yl)-2-chloropyridine C(C=C)OC(C)(CC=C)C=1C=CC(=NC1)Cl